C(C)(CC)N1N=CC(=C1)C=1C=C(C=CC1)N(C(=O)[C@@H]1CC[C@H](CC1)O)C[C@@H]1CC[C@H](CC1)C1=CC(=C(C=C1)OC)C trans-N-(3-(1-(sec-butyl)-1H-pyrazol-4-yl)phenyl)-4-hydroxy-N-((trans-4-(4-methoxy-3-methylphenyl)cyclohexyl)methyl)cyclohexanecarboxamide